OCCOC(C1=CC=C(C=C1)O)=O 4-hydroxybenzoic acid-2-hydroxyethyl ester